C(C1=CC=CC=C1)C1=CC(=NN1)C(=O)N[C@H]1[C@@H]2[C@H](C3=C(N(C1=O)C)C=CC=C3)C2 5-benzyl-N-((1aS,2S,8bR)-4-methyl-3-oxo-1,1a,2,3,4,8b-hexahydrobenzo[b]cycloprop[d]azepin-2-yl)-1H-pyrazole-3-carboxamide